FC1=CC=CC(=N1)OCC=1C=C(C=CC1)C1=NN(C=C1)C1OCCCC1 3-[3-[(6-Fluoro-2-pyridyl)oxymethyl]phenyl]-1-tetrahydropyran-2-yl-pyrazol